SCCCC(=O)O 4-sulfanyl-butyric acid